N-(5-chloro-4-(5,5-dimethyl-5,6-dihydro-4H-pyrrolo[1,2-b]pyrazol-3-yl)pyridin-2-yl)-1-(3-((2,6-dioxopiperidin-3-yl)amino)benzyl)piperidine-4-carboxamide ClC=1C(=CC(=NC1)NC(=O)C1CCN(CC1)CC1=CC(=CC=C1)NC1C(NC(CC1)=O)=O)C1=C2N(N=C1)CC(C2)(C)C